N-(3-(1-benzyl-1H-benzo[d]imidazol-6-yl)-1H-pyrazol-5-yl)-4-(piperidin-1-yl)benzamide C(C1=CC=CC=C1)N1C=NC2=C1C=C(C=C2)C2=NNC(=C2)NC(C2=CC=C(C=C2)N2CCCCC2)=O